4-bromo-7,9-dichlorofuro[2,3-f]quinazoline BrC1=C2C(=C3C(=NC(=NC3=C1)Cl)Cl)OC=C2